2-[1-[6-Methyl-2-(1,7-naphthyridin-6-yl)-4-oxo-chromen-8-yl]ethylamino]benzoic acid CC=1C=C2C(C=C(OC2=C(C1)C(C)NC1=C(C(=O)O)C=CC=C1)C=1C=C2C=CC=NC2=CN1)=O